4-fluoro-2-(6-(((1s,2s,3r,5r)-2-fluoro-9-azabicyclo[3.3.1]non-3-yl)oxy)pyridazin-3-yl)-5-(1,3,4-oxadiazol-2-yl)phenol FC1=CC(=C(C=C1C=1OC=NN1)O)C=1N=NC(=CC1)O[C@H]1[C@H]([C@@H]2CCC[C@H](C1)N2)F